NC=1N=C(SC1C(C1=CC=C(C=C1)OCC1=CC=CC=C1)=O)N(C1=CC(=C(C=C1)Cl)F)[C@@H](C(=O)N)C (R)-2-(N-[4-Amino-5-(4-benzyloxybenzoyl)thiazol-2-yl]-4-chloro-3-fluoroanilino)propanamid